3-(benzyloxy)isoxazole-5-carboxylic acid methyl ester COC(=O)C1=CC(=NO1)OCC1=CC=CC=C1